4-nitrophenyl (1-(2-chlorophenyl)ethyl)carbamate ClC1=C(C=CC=C1)C(C)NC(OC1=CC=C(C=C1)[N+](=O)[O-])=O